FC1=C(N)C(=CC(=C1F)F)[N+](=O)[O-] 2,3,4-trifluoro-6-nitro-aniline